3-(3-fluoro-4-(4-methylpiperazin-1-yl)phenyl)-1H-1,2,4-triazole-3,5-diamine FC=1C=C(C=CC1N1CCN(CC1)C)C1(NNC(=N1)N)N